ethyl 2-[(2S,6R)-2-(1-cyclopropylpyrazol-4-yl)-6-methyl-morpholin-4-yl]-6-(2,4-difluorophenyl)-5-formyl-pyrimidine-4-carboxylate C1(CC1)N1N=CC(=C1)[C@H]1CN(C[C@H](O1)C)C1=NC(=C(C(=N1)C(=O)OCC)C=O)C1=C(C=C(C=C1)F)F